N-(4-bromo-1-(4-chlorophenyl)-5-phenyl-1H-pyrazol-3-yl)-4-(trifluoromethyl)benzenesulfonamide BrC=1C(=NN(C1C1=CC=CC=C1)C1=CC=C(C=C1)Cl)NS(=O)(=O)C1=CC=C(C=C1)C(F)(F)F